O=C1NC(CC[C@@H]1N1C2=C(OCC1)C(=CC=C2)N2CCC(CC2)N(C(OC(C)(C)C)=O)C)=O tert-butyl (S)-(1-(4-(2,6-dioxopiperidin-3-yl)-3,4-dihydro-2H-benzo[b][1,4]oxazin-8-yl)piperidin-4-yl)(methyl)carbamate